N-methyl-N-phenyl-8-(thiophen-3-yl)-[1,2,4]triazolo[4,3-a]quinazolin-5-amine CN(C1=NC=2N(C3=CC(=CC=C13)C1=CSC=C1)C=NN2)C2=CC=CC=C2